(S)-N-(3-(5-(((1-Acetylpiperidin-4-yl)amino)methyl)-3'-chloro-6-methoxy-[2,4'-bipyridin]-2'-yl)-2-methylphenyl)-5-(((2-hydroxypropyl)amino)methyl)-4-methoxypicolinamide C(C)(=O)N1CCC(CC1)NCC=1C=CC(=NC1OC)C1=C(C(=NC=C1)C=1C(=C(C=CC1)NC(C1=NC=C(C(=C1)OC)CNC[C@H](C)O)=O)C)Cl